4-(methyl-(7-methoxyquinolin-3-yl)amino)piperidine-1-carboxylic acid tert-butyl ester C(C)(C)(C)OC(=O)N1CCC(CC1)N(C=1C=NC2=CC(=CC=C2C1)OC)C